CN(C1=CC2=C(C=N1)C=NN2C2OCCCC2)C2CCOCC2 N-Methyl-1-(tetrahydro-2H-pyran-2-yl)-N-(tetrahydro-2H-pyran-4-yl)-1H-pyrazolo[4,3-c]pyridin-6-amine